(R/S)-2-(3-methoxy-3-(4-methoxyphenyl)azetidin-1-yl)-4-((tetrahydro-2H-pyran-4-yl)amino)-6,7-dihydrothieno[3,2-d]pyrimidine 5-oxide COC1(CN(C1)C=1N=C(C2=C(N1)CC[S@]2=O)NC2CCOCC2)C2=CC=C(C=C2)OC |r|